racemic-2-(4-fluorophenyl)propanoic acid FC1=CC=C(C=C1)[C@H](C(=O)O)C |r|